4-(7-(3-Aminopyrrolidin-1-yl)-3-(2-fluoro-4-(3-methoxypyrrolidin-1-yl)phenyl)-3H-imidazo[4,5-b]pyridin-2-yl)-2-fluorobenzonitrile NC1CN(CC1)C1=C2C(=NC=C1)N(C(=N2)C2=CC(=C(C#N)C=C2)F)C2=C(C=C(C=C2)N2CC(CC2)OC)F